FC(C=1C=CC(=NC1)NC1CCC2(CN(C2)C(=O)N2CC3(C2)NC(OC3)=O)CC1)(F)F 2-[7-[[5-(trifluoromethyl)-2-pyridyl]amino]-2-azaspiro[3.5]nonane-2-carbonyl]-7-oxa-2,5-diazaspiro[3.4]octan-6-one